Pentyl 6-((5-(heptadecan-9-yloxy)-5-oxopentyl)(4-((2-(methylamino)-3,4-dioxocyclobut-1-en-1-yl)amino)butyl)amino)hexanoate CCCCCCCCC(CCCCCCCC)OC(CCCCN(CCCCCC(=O)OCCCCC)CCCCNC1=C(C(C1=O)=O)NC)=O